BrC=1C(=NC(=CC1N)C=1SC=CN1)C1=NC(=CC=C1)Br 3,6'-dibromo-6-(thiazol-2-yl)-[2,2'-bipyridine]-4-amine